(RS)-13-((SR)-1,3-dihydroxypropyl)oxacyclotridecan-2-one O[C@@H](CCO)[C@H]1CCCCCCCCCCC(O1)=O |r|